BrC=1C=CC(=NC1)COCCN(C)C 2-((5-bromopyridin-2-yl)methoxy)-N,N-dimethylethylamine